C(C)(C)(C)OC(=O)N1C[C@@H](CC1)N1N=CC(=C1C)C=1C=C(C=2N(C1)N=CC2C#N)O.CC2=CC=C(OCCOC1=CC=C(C=C1)C)C=C2 1,2-bis(4-methylphenoxy)ethane tert-butyl-(3R)-3-[4-(3-cyano-4-hydroxy-pyrazolo[1,5-a]pyridin-6-yl)-5-methyl-pyrazol-1-yl]pyrrolidine-1-carboxylate